3-[6-Chloro-3-[(1R)-1-[3,6-dimethyl-2-(4-methyl-2,3-dihydropyrido[3,2-b][1,4]oxazin-7-yl)-4-oxo-chromen-8-yl]ethoxy]-2-pyridyl]-4H-1,2,4-oxadiazol ClC1=CC=C(C(=N1)C1=NOCN1)O[C@H](C)C=1C=C(C=C2C(C(=C(OC12)C1=CC=2OCCN(C2N=C1)C)C)=O)C